(7S)-2-Benzyl-7-methyl-3-[(3R,4S)-3-methylpiperidin-4-yl]-3H,6H,7H,8H,9H-imidazo[4,5-f]chinolin C(C1=CC=CC=C1)C=1N(C=2C(=C3CC[C@@H](NC3=CC2)C)N1)[C@@H]1[C@@H](CNCC1)C